NC1C(CCC2=CC=CC=C12)N1C=C(C=C1)C(=O)O 1-(4-aminotetralin-3-yl)-1H-pyrrole-3-carboxylic acid